6-[3-(2-methoxy-4-methylsulfonyl-anilino)prop-1-ynyl]-N-(1-methyl-4-piperidyl)-3-(2,2,2-trifluoroethyl)imidazo[1,2-a]pyridin-8-amine COC1=C(NCC#CC=2C=C(C=3N(C2)C(=CN3)CC(F)(F)F)NC3CCN(CC3)C)C=CC(=C1)S(=O)(=O)C